(2S,4R)-1-((S)-2-(3-aminopropanamido)-3,3-dimethylbutanoyl)-4-hydroxy-N-((S)-1-(4-(4-methylthiazol-5-yl)phenyl)ethyl)pyrrolidine-2-carboxamide hydrochloride Cl.NCCC(=O)N[C@H](C(=O)N1[C@@H](C[C@H](C1)O)C(=O)N[C@@H](C)C1=CC=C(C=C1)C1=C(N=CS1)C)C(C)(C)C